ClC1=NC(=CC(=C1)CN)C 1-(2-chloro-6-methylpyridin-4-yl)methanamine